BrC1=C(C=CC(=C1)OC(F)F)C 2-bromo-4-(difluoromethoxy)-1-methylbenzene